O=C1NC(CCC1N1C(C2=CC=C(C=C2C1=O)NCCCC(N1CCN(CC1)C1=CC=CC=C1)=O)=O)=O 2-(2,6-dioxopiperidin-3-yl)-5-((4-oxo-4-(4-phenylpiperazin-1-yl)butyl)amino)isoindoline-1,3-dione